C(C)(C)(C)OC(=O)NCCCCC(C(=O)O)C1=CNC2=CC=CC=C12 α-(N-tert-butoxycarbonyl-4-amino-1-butyl)-3-indoleacetic acid